[Si](C1=CC=CC=C1)(C1=CC=CC=C1)(C(C)(C)C)OCC1=NN(C(N1CC)=O)C1=C2C(=NN(C(C2=CC=C1)=O)C1=C(C=CC=C1F)Cl)C(C)C (3-(((tert-butyldiphenylsilyl)oxy)methyl)-4-ethyl-5-oxo-4,5-dihydro-1H-1,2,4-triazol-1-yl)-2-(2-chloro-6-fluorophenyl)-4-isopropylphthalazin-1(2H)-one